6-hydroxy-4-[(6-methoxypyridin-3-yl)methyl]-5-oxo-4,5-dihydrothieno[3,2-b]pyridine-7-carboxylic acid OC1=C(C2=C(N(C1=O)CC=1C=NC(=CC1)OC)C=CS2)C(=O)O